OC1(CCC(CC1)NC(=O)C1=CC(=NN1[C@@H](C)C1=CC=CC=C1)C(=O)NC)C N5-((1r,4S)-4-Hydroxy-4-methylcyclohexyl)-N3-methyl-1-((S)-1-phenylethyl)-1H-pyrazole-3,5-dicarboxamide